2-(cis-2,6-dimethylmorpholino)-5-nitropyridin-4-amine C[C@@H]1O[C@@H](CN(C1)C1=NC=C(C(=C1)N)[N+](=O)[O-])C